N1C=C(C2=CC=CC=C12)C=1NC=C(N1)C(=O)C1=CC(=C(C(=C1)OC([2H])([2H])[2H])OC([2H])([2H])[2H])OC (2-(1H-indol-3-yl)-1H-imidazol-4-yl)(3-methoxy-4,5-bis(trideuteromethoxy)phenyl)methanone